C(C)C[O-] ethyl-methanolate